4-(3,4-difluorophenyl)-4-oxobutyronitrile FC=1C=C(C=CC1F)C(CCC#N)=O